3-methylureido-4-((2,4,5-trimethyl-4,5-dihydro-2H-pyrazolo[4,3-c][1,7]naphthyridin-6-yl)amino)pyridazine-3-carboxamide CNC(NC=1C(=C(N=NC1)C(=O)N)NC1=NC=CC=2C=3C(C(N(C12)C)C)=CN(N3)C)=O